N-(4-{4-amino-7-[1-(2-hydroxyethyl)piperidin-4-yl]pyrrolo[2,1-f][1,2,4]triazin-5-yl}phenyl)-1-(4-fluorophenyl)-2,5-dioxo-1,2,5,6,7,8-hexahydroquinoline-3-carboxamide NC1=NC=NN2C1=C(C=C2C2CCN(CC2)CCO)C2=CC=C(C=C2)NC(=O)C=2C(N(C=1CCCC(C1C2)=O)C2=CC=C(C=C2)F)=O